COC=1C=2N(C=C(N1)N)C=C(N2)C 8-methoxy-2-methyl-imidazo[1,2-a]Pyrazin-6-amine